C(C)(C)(C)OC(=O)C=1C=CC2=C(N(C=N2)C[C@H]2OCC2)C1F 7-fluoro-1-(((S)-oxetan-2-yl)methyl)-1H-benzo[d]Imidazole-6-carboxylic acid tert-butyl ester